BrC=1C(=C(C=O)C=CC1)OC(F)(F)F 3-bromo-2-(trifluoromethoxy)benzaldehyde